4-dodecyloxy-2,2,6,6-tetramethylpiperidine C(CCCCCCCCCCC)OC1CC(NC(C1)(C)C)(C)C